NC1=C(C2=C(S1)C=CC=C2C2=C(C=C1C(=NC(=NC1=C2F)F)N2C[C@](CCC2)(C)O)Cl)C#N C2-amino-4-(6-chloro-2,8-difluoro-4-((R)-3-hydroxy-3-methylpiperidin-1-yl)quinazolin-7-yl)benzo[b]thiophene-3-carbonitrile